9-(((2S*,4R*)-2-methyl-1-propionyl-1,2,3,4-tetrahydroquinolin-4-yl)amino)nonanoic acid C[C@@H]1N(C2=CC=CC=C2[C@@H](C1)NCCCCCCCCC(=O)O)C(CC)=O |o1:1,9|